4-methoxymandelic acid 4-methoxyphenylpropanoate COC1=CC=C(C=C1)OC(CC)=O.COC1=CC=C(C(C(=O)O)O)C=C1